2-amino-N-(2-hydroxyethyl)-N-propyl-8-(1-((5,6,7,8-tetrahydro-1,6-naphthyridin-3-yl)carbamoyl)cyclopropyl)-3H-benzo[b]azepine-4-carboxamide NC=1CC(=CC2=C(N1)C=C(C=C2)C2(CC2)C(NC=2C=NC=1CCNCC1C2)=O)C(=O)N(CCC)CCO